aluminum monopropionate C(CC)(=O)[O-].[Al+]